N-((1r,3r)-3-(4-cyano-3-(trifluoromethyl)phenoxy)-2,2,4,4-tetramethylcyclobutyl)-4-(6-hydroxyhexyl)benzamide C(#N)C1=C(C=C(OC2C(C(C2(C)C)NC(C2=CC=C(C=C2)CCCCCCO)=O)(C)C)C=C1)C(F)(F)F